tert-butyl 6-[1-[3-amino-6-(2-benzyloxyphenyl)pyridazin-4-yl]pyrazol-4-yl]-2-azaspiro[3.3]hept-6-ene-2-carboxylate NC=1N=NC(=CC1N1N=CC(=C1)C=1CC2(CN(C2)C(=O)OC(C)(C)C)C1)C1=C(C=CC=C1)OCC1=CC=CC=C1